C(=O)O.C(#N)CN1N=C(C(=C1)C1=CN=C2N1C=CN=C2NC2=CC(=C(C(=O)N[C@@H](C(N[C@H]1CNCC1)=O)C)C=C2)C)C(F)(F)F 4-[[3-[1-(cyanomethyl)-3-(trifluoromethyl)pyrazol-4-yl]imidazo[1,2-a]pyrazin-8-yl]amino]-2-methyl-N-[(1R)-1-methyl-2-oxo-2-[[(3R)-pyrrolidin-3-yl]amino]ethyl]benzamide formate